7-chloro-1-prop-1-ynyl-2,6-naphthyridine ClC1=NC=C2C=CN=C(C2=C1)C#CC